N-[4-({[tert-butyl(dimethyl)silyl]oxy}methyl)-3-iodophenyl]-N5-carbamoyl-L-ornithinamide [Si](C)(C)(C(C)(C)C)OCC1=C(C=C(C=C1)NC([C@@H](N)CCCNC(N)=O)=O)I